(2,6-difluorophenyl)-4-((6-morpholinopyridin-3-yl)amino)pyridazine-3-carboxylic acid methyl ester COC(=O)C=1N=NC=C(C1NC=1C=NC(=CC1)N1CCOCC1)C1=C(C=CC=C1F)F